NC1=NC=2C=CC(=CC2C2=C1COC2)C(=O)N([C@H]2COC1=C2C=CC(=C1)S(F)(F)(F)(F)F)C 4-amino-N-methyl-N-((3R)-6-(pentafluoro-lambda6-sulfanyl)-2,3-dihydro-1-benzofuran-3-yl)-1,3-dihydrofuro[3,4-c]quinoline-8-carboxamide